pyranium chloride [Cl-].[O+]1=CC=CC=C1